N-[3-chloro-4-(cyclopropylmethoxy)-2-fluoro-phenyl]-6-[(1S,4S)-2,5-diazabicyclo[2.2.1]heptan-2-yl]-7-fluoro-quinazolin-4-amine ClC=1C(=C(C=CC1OCC1CC1)NC1=NC=NC2=CC(=C(C=C12)N1[C@@H]2CN[C@H](C1)C2)F)F